BrC1=CC(=C(C(=O)OC)C=C1F)CBr methyl 4-bromo-2-(bromomethyl)-5-fluorobenzoate